NC=1C(=NC(=CN1)C1=NC=CC=C1C#N)C(=O)NC1=NC=CC=C1N1CCC(CC1)(C)N 3-amino-N-(3-(4-amino-4-methylpiperidin-1-yl)pyridin-2-yl)-6-(3-cyanopyridin-2-yl)pyrazine-2-carboxamide